di-tert-butyl-(2R,4R)-4-((6-chloro-3-fluoro-4-vinylpyridin-2-yl)methyl)-2-methylpiperidine-1,4-dicarboxylic acid C(C)(C)(C)C1[C@](N(CC[C@@]1(C(=O)O)CC1=NC(=CC(=C1F)C=C)Cl)C(=O)O)(C)C(C)(C)C